CN([C@@H]1CN(CC1)C(=O)C1=NN(C(=C1)C1=CC=C(C#N)C=C1)C1=CC=C(C=C1)C)C (S)-4-(3-(3-(Dimethylamino)pyrrolidin-1-carbonyl)-1-(p-tolyl)-1H-pyrazol-5-yl)benzonitril